2-(4-cyclopropyl-6-methoxypyrimidin-5-yl)-8-({1-[1-methyl-4-(trifluoromethyl)imidazol-2-yl]piperidin-4-yl}methyl)pyrido[2,3-d]pyrimidin-7-one C1(CC1)C1=NC=NC(=C1C=1N=CC2=C(N1)N(C(C=C2)=O)CC2CCN(CC2)C=2N(C=C(N2)C(F)(F)F)C)OC